12-hydroxynonadeca-14,17-dienoic acid OC(CCCCCCCCCCC(=O)O)CC=CCC=CC